N-(1H-indol-6-yl)-2-(6-oxo-3-(thiophen-2-yl)pyridazin-1(6H)-yl)acetamide N1C=CC2=CC=C(C=C12)NC(CN1N=C(C=CC1=O)C=1SC=CC1)=O